N-trimethylsilyl-γ-aminopropyltrimethoxysilane C[Si](NCCC[Si](OC)(OC)OC)(C)C